N1=CC(=CC=C1)[C@H]1[C@@H](CN(C1)C(=O)OC(C)(C)C)C(=O)OC |o1:6,7| rel-1-(tert-butyl) 3-methyl (3S,4R)-4-(pyridin-3-yl)pyrrolidine-1,3-dicarboxylate